(R)-3-(7-(1-(1-ethylpiperidin-4-yl)-1H-pyrazol-4-yl)-5H-pyrrolo[2,3-b]pyrazin-2-yl)-N-methyl-5-(2-methylpyrrolidin-1-yl)benzenesulfonamide C(C)N1CCC(CC1)N1N=CC(=C1)C1=CNC2=NC=C(N=C21)C=2C=C(C=C(C2)N2[C@@H](CCC2)C)S(=O)(=O)NC